5-(1H-1,2,3-triazol-5-yl)-1,3,4-oxadiazol N1N=NC=C1C1=NN=CO1